9,10-diisopropoxy-1,2,3,4-tetrahydroanthracene C(C)(C)OC=1C2=CC=CC=C2C(=C2CCCCC12)OC(C)C